2'-deoxy-4'-C-ethynyl-2-fluoroadenosine C#C[C@]1([C@H](C[C@@H](O1)N2C=NC3=C(N=C(N=C32)F)N)O)CO